N-(2-amino-2-methylpropyl)-6-(3-(trifluoromethyl)-1H-indol-2-yl)pyrazine-2-carboxamide NC(CNC(=O)C1=NC(=CN=C1)C=1NC2=CC=CC=C2C1C(F)(F)F)(C)C